P(=O)(OC[N+]1=C(C(=CC=C1)C1=CC(=NO1)CC1=CC=C(C=C1)CC=1C=NC=NC1)N)(O)[O-] (2-amino-3-(3-(4-(pyrimidin-5-ylmethyl)benzyl)isoxazol-5-yl)pyridin-1-ium-1-yl)methyl hydrogen phosphate